C(C)(C)(C)OC(=O)N1CCC(CC1)C(=O)O 1-{tert-butoxycarbonyl}piperidine-4-carboxylic acid